COC(CN1CCN(CC1)C1=CC(=CC=C1)B1OC(C(O1)(C)C)(C)C)OC 1-(2,2-dimethoxyethyl)-4-[3-(4,4,5,5-tetramethyl-1,3,2-dioxaborolan-2-yl)phenyl]piperazine